C1(CCCCC1)SCC(CC1=CC=CC=C1)N1CN(C=C1)CCCBr N-(1-cyclohexylmercapto-3-phenyl-2-propyl)-N'-(3-bromopropyl)-imidazole